BrC1=C(C(=C(C=C1)C=1N=NN(C1)C1C(C(OCC1OC)CO)O)F)F 4-(4-(4-bromo-2,3-difluorophenyl)-1H-1,2,3-triazol-1-yl)-2-(hydroxymethyl)-5-methoxytetrahydro-2H-pyran-3-ol